C(C)(C)(C)OC(=O)N1CC2=C(C=C(C=C2CC1)C=1N=C2C(=NC1)N(C=C2C2=CC(=C(C=C2)C(N(C)C)=O)C)S(=O)(=O)CC2=CC=CC=C2)C 6-(7-(4-(dimethylcarbamoyl)-3-methylphenyl)-5-toluenesulfonyl-5H-pyrrolo[2,3-b]pyrazin-2-yl)-8-methyl-3,4-dihydroisoquinoline-2(1H)-carboxylic acid tert-butyl ester